ClC=1C(=CC=C2CN(C(C12)=O)C1C(NC(CC1)=O)=O)F 3-(7-chloro-6-fluoro-1-oxoisoindolin-2-yl)piperidine-2,6-dione